FC1=C(C(=O)C2=C(SC3=C2OCCCC3)NC(C)=O)C(=CC=C1)F N-[3-(2,6-difluorobenzoyl)-5,6,7,8-tetrahydrothieno[3,2-b]oxepin-2-yl]acetamide